F[Si](OOOC(C(F)(F)F)(F)F)(C(C(C(C(C(C(C(C(F)(F)F)(F)F)(F)F)(F)F)(F)F)(F)F)(F)F)(F)F)F perfluorooctyl-ethyl-trioxysilane